2-fluoro-1-(3-(3-(5-fluoro-6-(trifluoromethyl)pyridin-3-yl)-1H-pyrazolo[3,4-b]pyridin-1-yl)-azetidin-1-yl)prop-2-en-1-one FC(C(=O)N1CC(C1)N1N=C(C=2C1=NC=CC2)C=2C=NC(=C(C2)F)C(F)(F)F)=C